C(C(C)(C)C)(=O)OC1=CC=C(C2=CC=CC=C12)N 4-aminonaphthalen-1-yl pivalate